C(=O)[O-].[Cu+2].C(=O)[O-] copper formate